acetylenedicarboxylate C(#CC(=O)[O-])C(=O)[O-]